(1R,3R)-3-(3-chloro-5-fluorobenzamido)cyclopentan-1-aminium chloride [Cl-].ClC=1C=C(C(=O)N[C@H]2C[C@@H](CC2)[NH3+])C=C(C1)F